C(CCCCCCCCCCC)N(CN1N=C2C(=N1)C=CC=C2)CCCCCCCCCCCC N,N-didodecyl-2H-benzotriazole-2-methanamine